3-(4-(6-fluorobenzo[d]isoxazol-3-yl)piperidin-1-yl)-1-(1-propionylindol-5-yl)propan-1-one FC1=CC2=C(C(=NO2)C2CCN(CC2)CCC(=O)C=2C=C3C=CN(C3=CC2)C(CC)=O)C=C1